CC1=NC(=NC=C1S(=O)(=O)N1CC2(C1)CN(C2)[C@H](C)C2CCOCC2)C(F)(F)F |r| 2-[4-methyl-2-(trifluoromethyl)pyrimidin-5-yl]sulfonyl-6-[rac-(1R)-1-(oxan-4-yl)ethyl]-2,6-diazaspiro[3.3]heptane